[O-2].[Li+].[Mg+2].[Ni+2] nickel magnesium lithium oxide